NCCOCCOCCOCCC(N[C@H](CN1[C@@H](C[C@H](C1)O)C(=O)N[C@@H](C)C1=CC=C(C=C1)C1=C(N=CS1)C)C(C)(C)C)=O (2S,4R)-1-((S)-1-amino-14-(tert-butyl)-12-oxo-3,6,9-trioxa-13-azapentadecan-15-yl)-4-hydroxy-N-((S)-1-(4-(4-methylthiazol-5-yl)phenyl)ethyl)pyrrolidine-2-carboxamide